BrC1=C(C(=C(C(=O)O)C=C1)[N+](=O)[O-])O 4-bromo-3-hydroxy-2-nitrobenzoic acid